3-((2-((4-chloro-2-fluorophenoxy)methyl)pyrimidin-4-yl)oxy)pyrrolidine-1-carboxylate ClC1=CC(=C(OCC2=NC=CC(=N2)OC2CN(CC2)C(=O)[O-])C=C1)F